4-[(1S)-1-[[(3R)-4-[[3-(4-carbamoylphenyl)-4-hydroxyphenyl]methyl]morpholine-3-carbonyl]amino]ethyl]benzoic acid C(N)(=O)C1=CC=C(C=C1)C=1C=C(C=CC1O)CN1[C@H](COCC1)C(=O)N[C@@H](C)C1=CC=C(C(=O)O)C=C1